L-lactose iodide [I-].OC1[C@@H](O)[C@H](O)[C@@H](O[C@@H]2[C@@H](O)[C@H](O)[C@H](O)[C@@H](O2)CO)[C@@H](O1)CO